[6-(3-cyclopropyl-1,2,4-triazol-1-yl)-2-azaspiro[3.3]heptan-2-yl]-[7-[[5-(trifluoromethyl)-2-pyridyl]methyl]-2,7-diazaspiro[3.4]octan-2-yl]methanone C1(CC1)C1=NN(C=N1)C1CC2(CN(C2)C(=O)N2CC3(C2)CCN(C3)CC3=NC=C(C=C3)C(F)(F)F)C1